2-(3-((E)-((1S,2S,5S,6S)-2,6-difluoro-1-methyl-8-azabicyclo[3.2.1]octan-3-ylidene)methyl)-1,2,4-triazin-6-yl)-5-(1H-imidazol-1-yl)phenol F[C@@H]\1[C@@]2(C[C@@H]([C@H](C/C1=C\C=1N=NC(=CN1)C1=C(C=C(C=C1)N1C=NC=C1)O)N2)F)C